[N+](#[C-])C=CC1=C(C=CC=C1)C1=CC=CC=C1 (2-isocyanovinyl)-1,1'-biphenyl